Diethyl ((S)-2-(2-(4-chlorophenyl)-2-methylpropanamido)-3-(pyridin-2-yl)propanoyl)-D-glutamate ClC1=CC=C(C=C1)C(C(=O)N[C@H](C(=O)N[C@H](CCC(=O)OCC)C(=O)OCC)CC1=NC=CC=C1)(C)C